ClC=1C(=NC=CC1C1=NNC2=NC(=CN=C21)N2C[C@@H]1[C@]([C@@H]1CC2)(C2=C(C=CC=C2)F)CN)N2N=CC=C2 ((1S,6R,7R)-3-(3-(3-chloro-2-(1H-pyrazol-1-yl)pyridin-4-yl)-1H-pyrazolo[3,4-b]pyrazin-6-yl)-7-(2-fluorophenyl)-3-azabicyclo[4.1.0]heptan-7-yl)methanamine